2-chloro-5-(cyclobutylthio)pyridine ethyl-(2-{2-chloro-4-fluoro-5-[4-(1-fluoroethyl)-3-methyl-2,6-dioxo-3,6-dihydropyrimidin-1(2H)-yl]phenoxy}phenoxy)acetate C(C)OC(COC1=C(C=CC=C1)OC1=C(C=C(C(=C1)N1C(N(C(=CC1=O)C(C)F)C)=O)F)Cl)=O.ClC1=NC=C(C=C1)SC1CCC1